C(C1=CC=CC=C1)OC(=O)N1[C@H](CN(CC1)C(=O)OC(C)(C)C)C(=O)O (R)-1-((benzyloxy)carbonyl)-4-(tert-butoxycarbonyl)piperazine-2-carboxylic acid